N1=C(C=CC=C1)C=1C=CC(NC1)=O 5-(2-pyridyl)-1,2-dihydropyridin-2-one